3-(1-(4-chlorobenzyl)-3-(3,3-dimethylbutyryl)-5-methoxy-1H-indol-2-yl)-2,2-dimethylpropionic acid ClC1=CC=C(CN2C(=C(C3=CC(=CC=C23)OC)C(CC(C)(C)C)=O)CC(C(=O)O)(C)C)C=C1